C(C)OC1=C(C=CC(=C1)C1=NN=CN1CC)NC=1N=CC2=C(N1)C(=NC(=C2)C)NC2CCOCC2 N2-(2-ethoxy-4-(4-ethyl-4H-1,2,4-triazol-3-yl)phenyl)-6-methyl-N8-(tetrahydro-2H-pyran-4-yl)pyrido[3,4-d]pyrimidine-2,8-diamine